6-((2,5-Dichloropyrimidin-4-yl)amino)-1-(3-hydroxy-3-methylbutyl)-3-methyl-1,3-dihydro-2H-imidazo[4,5-c]pyridin-2-one ClC1=NC=C(C(=N1)NC1=CC2=C(C=N1)N(C(N2CCC(C)(C)O)=O)C)Cl